methyl (2S)-4-hydroxy-4-(trifluoromethyl)pyrrolidine-2-carboxylate hydrochloride Cl.OC1(C[C@H](NC1)C(=O)OC)C(F)(F)F